6-((1S,3R)-3-((S)-5-(3,5-difluorophenyl)-3-oxo-6,7-dihydro-3H-pyrrolo[2,1-c][1,2,4]triazol-2(5H)-yl)cyclobutoxy)pyrimidine-4-carbonitrile FC=1C=C(C=C(C1)F)[C@@H]1CCC2=NN(C(N21)=O)C2CC(C2)OC2=CC(=NC=N2)C#N